ClC1=NC=C(C(=C1)N1CCC(CC1)(C)CO)C#CC1CC1 (1-(2-Chloro-5-(cyclopropylethynyl)pyridin-4-yl)-4-methylpiperidin-4-yl)methanol